FC(C(C(C(C(C(C(C(C(F)(F)F)(F)F)(F)F)(F)F)(F)F)(F)F)(F)F)(F)F)([K])F perfluorononyl-potassium